5-Amino-3-(4-bromo-2,3-difluorophenyl)-1-isopropylpyrazole-4-carbonitrile NC1=C(C(=NN1C(C)C)C1=C(C(=C(C=C1)Br)F)F)C#N